5-(2-((7-ethyl-2-methyl-1,2,3,4-tetrahydroisoquinolin-6-yl)amino)-5-(trifluoromethyl)pyrimidin-4-yl)thiophene-3-carboxylic acid hydrochloride Cl.C(C)C1=C(C=C2CCN(CC2=C1)C)NC1=NC=C(C(=N1)C1=CC(=CS1)C(=O)O)C(F)(F)F